2-((2-bromopyridin-4-yl)((6-cyclopropylimidazo[1,2-a]pyridin-2-yl)methyl)amino)ethan-1-ol BrC1=NC=CC(=C1)N(CCO)CC=1N=C2N(C=C(C=C2)C2CC2)C1